C(C=C)(=O)N1CC(C1)OCCN1C2=C(N(C([C@H](CC1)NC1=C(C#N)C(=CC(=N1)C)C(F)(F)F)=O)C)C=CC=C2 (S)-2-((6-(2-((1-Acryloylazetidin-3-yl)oxy)ethyl)-1-methyl-2-oxo-1,2,3,4,5,6-hexahydrobenzo[b][1,4]diazocin-3-yl)amino)-6-methyl-4-(trifluoromethyl)nicotinonitril